FS(C1=CC=C(N[C@@H]2CC[C@H](CC2)S(=O)(=O)C2=CC=C(C=C2)C=2C=CC=3N(C2)C(=NN3)[C@H]3NCCC3)C=C1)(F)(F)(F)F 4-(pentafluoro-λ6-sulfanyl)-N-[trans-4-(4-{3-[(2S)-pyrrolidin-2-yl]-[1,2,4]triazolo[4,3-a]pyridin-6-yl}benzenesulfonyl)cyclohexyl]aniline